CN([C@@H](CC1=CC(I)=C(C(I)=C1)OC1=CC(I)=C(C(I)=C1)O)C(=O)O)C N,N-dimethylthyroxine